2-thiazol-2-yl-1-(toluene-4-sulfonyl)-1H-pyrrol-3-carboxaldehyde S1C(=NC=C1)C=1N(C=CC1C=O)S(=O)(=O)C1=CC=C(C)C=C1